ethyl 4-chloro-7-(4-cyanopyridin-2-yl)-5-methyl-6,7-dihydro-5H-pyrrolo[2,3-d]pyrimidine-5-carboxylate ClC=1C2=C(N=CN1)N(CC2(C(=O)OCC)C)C2=NC=CC(=C2)C#N